C(C1=CC=CC=C1)N1CC=2N=C(N=C(C2CC1)O)SC 7-benzyl-2-(methylthio)-5,6,7,8-tetrahydropyrido[3,4-d]pyrimidin-4-ol